C(C=C\C=C/C=CCCCCCCCCCCCCC)(=O)OC[C@@H](O)COP(=O)([O-])OCC[N+](C)(C)C 1-(5Z,8Z,11Z-eicosatrienoyl)-sn-glycero-3-phosphocholine